C1(C=CC(N1C1=CC=C(OC2=CC=C(C=C2)C(C)(C)C2=CC=C(C=C2)OC2=CC=C(C=C2)N2C(C=CC2=O)=O)C=C1)=O)=O 2,2-bis{4-(4-maleimidophenoxy)phenyl}propane